ammonium ((((2R,5R)-5-(6-amino-9H-purin-9-yl)-4-fluoro-2,5-dihydrofuran-2-yl) oxy) methyl) phosphonate P(OCO[C@H]1O[C@H](C(=C1)F)N1C2=NC=NC(=C2N=C1)N)([O-])=O.[NH4+]